N1=C(C=CC2=CN=CC=C12)NC1=NC=C(C(=O)O)C(=C1)NC1CC1 6-((1,6-naphthyridin-2-yl)amino)-4-(cyclopropylamino)nicotinic acid